methyl 5-[2-(4-acetyl-6-chloropyridin-3-yl)ethynyl]-4-methylpyridine-2-carboxylate C(C)(=O)C1=C(C=NC(=C1)Cl)C#CC=1C(=CC(=NC1)C(=O)OC)C